((1s,3s)-3-Hydroxy-3-methylcyclobutyl)(6-((2-(trifluoromethyl)-1H-pyrrolo[2,3-b]pyridin-1-yl)methyl)-2-azaspiro[3.3]heptan-2-yl)ethanone OC1(CC(C1)CC(=O)N1CC2(C1)CC(C2)CN2C(=CC=1C2=NC=CC1)C(F)(F)F)C